bis(2,2-difluoroethyl)N,N-diisopropylamide phosphate P(=O)([O-])([O-])[O-].FC(CCC(C)([N-]C(C)C)CC(F)F)F